4-(3-bromo-5-fluoro-4-methoxyphenyl)-1-methylpiperidin-4-ol BrC=1C=C(C=C(C1OC)F)C1(CCN(CC1)C)O